(((((2S,3S,4R,5R)-5-(6-chloro-4-(((S)-1-(4-fluorophenyl)ethyl)amino)-1H-pyrazolo[3,4-d]pyrimidin-1-yl)-3,4-dihydroxytetrahydrofuran-2-yl)methyl)sulfonyl)methyl)phosphonic acid ClC1=NC(=C2C(=N1)N(N=C2)[C@H]2[C@@H]([C@@H]([C@H](O2)CS(=O)(=O)CP(O)(O)=O)O)O)N[C@@H](C)C2=CC=C(C=C2)F